N1-(8-fluoro-7-(8-fluoronaphthalen-1-yl)-2-((hexahydro-1H-pyrrolizin-7a-yl)methoxy)pyrido[4,3-d]pyrimidin-4-yl)spiro[3.3]heptane-1,3-diamine FC1=C(N=CC2=C1N=C(N=C2NC2CC(C21CCC1)N)OCC12CCCN2CCC1)C1=CC=CC2=CC=CC(=C12)F